[O+]1=CC=CC=C1.[O+]1=CC=CC=C1 pyrylium (pyrylium) salt